C(C)C=1C=C2C(=C(C(NC2=CN1)=O)C#N)Cl 6-ethyl-4-chloro-2-oxo-1,2-dihydro-1,7-naphthyridine-3-carbonitrile